6-(4-Amino-2,3-difluorophenyl)-8-methyl-2-(methylthio)pyrido[2,3-d]pyrimidin-7(8H)-one NC1=C(C(=C(C=C1)C1=CC2=C(N=C(N=C2)SC)N(C1=O)C)F)F